FC1=CC=C(C=C1)C=1C=C2C(=NC=NC2=C(C1)OC)NCC1CN(CC1)C 6-(4-Fluorophenyl)-8-methoxy-N-((1-methylpyrrolidin-3-yl)methyl)quinazolin-4-amine